1,12-dodecanedicarboxylic acid diethanolamine salt N(CCO)CCO.C(CCCCCCCCCCCC(=O)O)C(=O)O